[8-(4-benzyloxy-pyridin-2-yl)-2,3-dihydro-benzo[1,4]dioxin-2-ylmethyl]-amid C(C1=CC=CC=C1)OC1=CC(=NC=C1)C1=CC=CC2=C1OC(CO2)C[NH-]